CC(CC(C)C)OC(\C=C\C)=O (E)-but-2-enoic acid-1,3-dimethylbutyl ester